11-Hydroxy-6-methyl-3-phenyl-6,11-dihydrodibenzo[c,f][1,2]thiazepine 5,5-dioxide OC1C2=C(N(S(C3=C1C=CC(=C3)C3=CC=CC=C3)(=O)=O)C)C=CC=C2